1-methyl-3-(3-(methylsulfonyl)-4-nitrophenyl)-1H-1,2,4-triazole CN1N=C(N=C1)C1=CC(=C(C=C1)[N+](=O)[O-])S(=O)(=O)C